1-(N-(3-chloro-4-(2,2,2-trifluoroethoxy)phenyl)propiolamido)-N-(2,4-dimethoxybenzyl)cyclopentane-1-carboxamide ClC=1C=C(C=CC1OCC(F)(F)F)N(C(C#C)=O)C1(CCCC1)C(=O)NCC1=C(C=C(C=C1)OC)OC